N[C@@H](C)C=1C=C(C=CC1)C1=CC(=CC(=C1)N1CCC2(CCOC2)CC1)COC1=C(C=CC=C1)CC(=O)O (S)-2-(2-((3'-(1-aminoethyl)-5-(2-oxa-8-azaspiro[4.5]decan-8-yl)-[1,1'-biphenyl]-3-yl)methoxy)phenyl)acetic acid